6-(pyridazin-4-yl)pyrazine-2-carboxylic acid N1=NC=C(C=C1)C1=CN=CC(=N1)C(=O)O